2-(4-methylpiperidin-4-yl)ethan-1-ol HCl Cl.CC1(CCNCC1)CCO